Ethyl 2-(1-(2-((tert-butyldimethylsilyl) oxy) ethyl)-1H-pyrrol-3-yl)-2-oxoacetate [Si](C)(C)(C(C)(C)C)OCCN1C=C(C=C1)C(C(=O)OCC)=O